[1,1'-biphenyl]-3,2'-dicarbaldehyde C1(=CC(=CC=C1)C=O)C=1C(=CC=CC1)C=O